2,2-difluoro-2-(2-methylphenyl)ethane-1-amine FC(CN)(C1=C(C=CC=C1)C)F